racemic-1-(3-chlorophenyl)-3-(isoquinolin-4-yl)-4-methyl-2-oxoimidazolidine-4-carbonitrile ClC=1C=C(C=CC1)N1C(N([C@](C1)(C#N)C)C1=CN=CC2=CC=CC=C12)=O |r|